N-(2-(2-(((1r,3r,5r,7r)-adamantan-2-yl)oxy)ethoxy)-ethyl)-5-(4-chlorophenyl)-1-(2,4-dichlorophenyl)-4-methyl-1H-pyrazole-3-carboxamide C12C(C3CC(CC(C1)C3)C2)OCCOCCNC(=O)C2=NN(C(=C2C)C2=CC=C(C=C2)Cl)C2=C(C=C(C=C2)Cl)Cl